C(C)(C)(C)OC(=O)N1CCC(CC1)N(C=1C=C2C=CC=NC2=CC1)C 4-(methyl-(quinolin-6-yl)amino)piperidine-1-carboxylic acid tert-butyl ester